C(CCCCCCC\C=C/C\C=C/CCCCC)(=O)N[C@@H](CC(C)C)C(=O)O N-linoleoyl-leucine